[Na+].FC1=CC=C(C=C1)/C(=C/COC1=CC(=C(OCC(=O)[O-])C=C1)C)/C1=CC=C(C=C1)C#CCN1CCOCC1 (E)-[4-[3-(4-Fluorophenyl)-3-[4-[3-(morpholin-4-yl)propynyl]phenyl]allyloxy]-2-methyl-phenoxy]acetic acid sodium salt